[O-]S(=O)(=O)C(F)(F)F.C(CCC)OC1=CC=C(C=C1)[S+](C1=CC=C(C=C1)OCCCC)C1=CC=C(C=C1)OCCCC tris(p-butoxyphenyl)sulfonium triflate